C(C)(C)(C)OC(=O)N1C[C@@H](N(CC1)C=1C2=C(N=CN1)C=CC(=N2)C=2C=NC(=C(C2)NS(=O)(=O)C2=C(C=CC=C2F)F)OC)C (S)-4-(6-(5-((2,6-difluorophenyl)sulfonamido)-6-methoxypyridin-3-yl)pyrido[3,2-d]pyrimidine-4-yl)-3-methylpiperazine-1-carboxylic acid tert-butyl ester